NC(CCC(=O)N1N=CC2=CC(=C(C=C12)C=1C=2C(=NN(C2C=CC1)CC(=O)NCC(=O)NCC(=O)OC(C)(C)C)C(C)C)F)=O tert-butyl (2-(1'-(4-amino-4-oxobutanoyl)-5'-fluoro-3-isopropyl-1H,1'H-[4,6'-biindazol]-1-yl)acetyl)glycylglycinate